BrC1=C(C=C(C=C1)F)N(C(C(C)C)=O)CC N-(2-Bromo-5-fluorophenyl)-N-ethyl-2-methylpropanamide